FC1=C2C=CNC2=CC(=C1OC=1C=CC(=C(C1)C=1NC2=C(C(N(CC2)C)C=2C(=C(C=CC2)CCC)F)N1)F)F 3-[3-[2-[5-[(4,6-difluoro-1H-indol-5-yl)oxy]-2-fluoro-phenyl]-5-methyl-1,4,6,7-tetrahydroimidazo[4,5-c]pyridin-4-yl]-2-fluoro-phenyl]propane